ClC=1C=C2C(=NC(=NC2=C(C1C1=CC=CC2=C1N=C(S2)N)F)N2CC1(CCN1)C2)N2CCNCC2 4-[6-chloro-2-(1,6-diazaspiro[3.3]hept-6-yl)-8-fluoro-4-piperazin-1-yl-quinazolin-7-yl]-1,3-benzothiazol-2-amine